C(C)C1(CN(CCC1)C=1C2=C(N=C(N1)OC[C@]13[C@H](N(CCC1)C)CCC3)C(=C(N=C2)C2=CC(=CC3=CC=C(C(=C23)C#C)F)O)F)O 3-ethyl-1-(7-(8-ethynyl-7-fluoro-3-hydroxynaphthalen-1-yl)-8-fluoro-2-(((4aS,7aR)-1-methyloctahydro-4aH-cyclopenta[b]pyridin-4a-yl)methoxy)pyrido[4,3-d]pyrimidin-4-yl)piperidin-3-ol